tert-butyl (2R,3R)-3-[4-benzyl-2-(trifluoromethyl)piperazin-1-yl]-2-methyl-azetidine-1-carboxylate C(C1=CC=CC=C1)N1CC(N(CC1)[C@H]1[C@H](N(C1)C(=O)OC(C)(C)C)C)C(F)(F)F